(S)-2-(cyanomethyl)-4-(6-methyl-2-(((S)-1-methylpyrrolidin-2-yl)methoxy)-7-(naphthalen-1-yl)-8-oxo-7,8-dihydropyrimido[5,4-d]Pyrimidin-4-yl)piperazine-1-carboxylic acid benzyl ester C(C1=CC=CC=C1)OC(=O)N1[C@H](CN(CC1)C=1C2=C(N=C(N1)OC[C@H]1N(CCC1)C)C(N(C(=N2)C)C2=CC=CC1=CC=CC=C21)=O)CC#N